(3S,4S)-1-Cyclohexyl-4-{[5-(2,4-difluoro-phenyl)-isoxazole-3-carbonyl]-amino}-piperidine-3-carboxylic acid ((1S)-1-pyridin-2-yl-ethyl)-amide N1=C(C=CC=C1)[C@H](C)NC(=O)[C@H]1CN(CC[C@@H]1NC(=O)C1=NOC(=C1)C1=C(C=C(C=C1)F)F)C1CCCCC1